NC1=NC=CC=C1C1=NC=2C(=NC(=CC2)N2CCOCC2)N1C=1C=C2CC[C@@H](C2=CC1)NC1CCN(CC1)C(C=C)=O (S)-1-(4-((5-(2-(2-aminopyridin-3-yl)-5-morpholino-3H-imidazo[4,5-b]pyridin-3-yl)-2,3-dihydro-1H-inden-1-yl)amino)piperidin-1-yl)prop-2-en-1-one